NC=1C2=C(N=CN1)N(C=C2Br)[C@H]2[C@@H]([C@@H]([C@H](C2)C2=CC=C(C(=O)O)C=C2)O)O 4-((1R,2R,3S,4R)-4-(4-amino-5-bromo-7H-pyrrolo[2,3-d]pyrimidin-7-yl)-2,3-dihydroxycyclopentyl)benzoic acid